tellurium-ruthenium [Ru].[Te]